9-fluoro-11,17-dihydroxy-16-methylpregna-1,4-diene-3,20-dione F[C@@]12[C@]3(C=CC(C=C3CC[C@H]1[C@@H]1CC([C@](C(C)=O)([C@]1(CC2O)C)O)C)=O)C